methyl 5-cyclobutyl-3-ethylimidazole-4-carboxylate C1(CCC1)C1=C(N(C=N1)CC)C(=O)OC